Ethyl 4-(4-formyl-2-{2-[3-methyl-6-(methylcarbamoyl)-1H-indol-1-yl]propanamido}phenyl)butanoate C(=O)C1=CC(=C(C=C1)CCCC(=O)OCC)NC(C(C)N1C=C(C2=CC=C(C=C12)C(NC)=O)C)=O